ClC1=CC(=C(NC=2C=C(C=NC2)CC2=C(C(=NC=C2)NS(NC)(=O)=O)F)C=C1)F 4-[[5-(4-chloro-2-fluoro-anilino)-3-pyridinyl]methyl]-3-fluoro-N-(methylsulfamoyl)pyridin-2-amine